C(C=C)C1=C2C=CNC2=CC(=C1OC=1C=CC(=C(C1)C(C)=O)F)F 1-(5-((4-Allyl-6-fluoro-1H-indol-5-yl)oxy)-2-fluorophenyl)ethan-1-one